NC1=NC=2C=C(C=CC2C2=C1[C@@H](OC2)C)CN(C(=O)C=2C=NC(=CC2)C(F)(F)F)C=2C(=NC=CC2)S(=O)(=O)C N-{[(3S)-4-amino-3-methyl-1H,3H-furo[3,4-c]quinolin-7-yl]methyl}-N-(2-methanesulfonylpyridin-3-yl)-6-(trifluoromethyl)pyridine-3-carboxamide